Cl.NC1=NC=C(C2=C1C=NN2)NC(=O)C(=O)N(CC2=NC=CC=N2)CC2=CC=CC=C2 N-(4-amino-1H-pyrazolo[4,3-c]pyridin-7-yl)-N'-benzyl-N'-(pyrimidin-2-ylmethyl)oxamide Hydrogen chloride